8-(4-(3-bromopropyl)phenyl)-7-hydroxy-2,2-diphenyl-6H-[1,3]dioxolo[4,5-h]chromen-6-one BrCCCC1=CC=C(C=C1)C=1OC=2C3=C(C=CC2C(C1O)=O)OC(O3)(C3=CC=CC=C3)C3=CC=CC=C3